C(C1=CC=CC=C1)N1C([C@H](CSC2=C1C=C(C(=C2)F)C2=NOC(=N2)C(C(F)(F)F)(OC)F)NC(OC(C)(C)C)=O)=O tert-butyl N-[(3R)-5-benzyl-8-fluoro-4-oxo-7-[5-(1,2,2,2-tetrafluoro-1-methoxy-ethyl)-1,2,4-oxadiazol-3-yl]-2,3-dihydro-1,5-benzothiazepin-3-yl]carbamate